C(C)SC1=NC(=CC(=C1C(=O)NCC1=CC(=CC=C1)OC(F)(F)F)C)N1CCOCC1 2-Ethylsulfanyl-4-methyl-6-morpholin-4-yl-N-[[3-(trifluoromethyloxy)-phenyl]-methyl]pyridine-3-carboxylic acid amide